C(C)OC([C@@H]([C@H](\C=C\C1=CC=C(C=C1)Cl)O)O)=O (2R,3S,E)-5-(4-chlorophenyl)-2,3-dihydroxypent-4-enoic acid ethyl ester